FC1=C(C(=CC=C1)F)C=1NC=C(N1)C1=CC=C(C=C1)F 2-(2,6-difluorophenyl)-4(s)-(4-fluorophenyl)-1H-imidazol